(3S)-3-amino-3-cyclopropyl-2,2-difluoro-propan-1-ol N[C@H](C(CO)(F)F)C1CC1